NC1=NC=2C=CC(=CC2C2=C1[C@H](OC2)C)C(=O)N2[C@@H]1[C@H]([C@@H](C2)C2=CC=CC=C2)COCC1 ((3R)-4-amino-3-methyl-1,3-dihydrofuro[3,4-c]quinolin-8-yl)((3R,3aS,7aS)-3-phenylhexahydropyrano[4,3-b]pyrrol-1(4H)-yl)methanone